methyl nitrate, hydroiodide I.[N+](=O)(OC)[O-]